N-(4-methylthiazol-2-yl)pyrrolidine-1-carboxamide CC=1N=C(SC1)NC(=O)N1CCCC1